(8aS)-allyl-hexahydropyrrolo[1,2-a]pyrazine-1,4-dione C(C=C)N1C([C@H]2N(C(C1)=O)CCC2)=O